CN1N=CC=C1CN1CC(CC1)(C1OCCC1)CCC1=CC=CC=C1 1-methyl-5-((3-phenethyl-3-(tetrahydrofuran-2-yl)pyrrolidin-1-yl)methyl)-1H-pyrazole